6-(5-chloro-2-pyridyl)-5-hydroxy-7-oxo-6,7-dihydro-5H-pyrrolo[3,4-b]pyrazine ClC=1C=CC(=NC1)N1C(C2=NC=CN=C2C1O)=O